N-tert-butyl-2-(3,8-diazabicyclo[3.2.1]oct-8-yl)acetamide C(C)(C)(C)NC(CN1C2CNCC1CC2)=O